ClC1=CC(N(S1)CCOCCOCCOCCC(=O)OCC1=CC=CC=C1)=O benzyl 3-[2-[2-[2-(5-chloro-3-oxo-isothiazol-2-yl)ethoxy]ethoxy]ethoxy]propanoate